benzyl-3-oxo-4-(pyridin-4-yl)piperazine-1-carboxylic acid tert-butyl ester C(C)(C)(C)OC(=O)N1C(C(N(CC1)C1=CC=NC=C1)=O)CC1=CC=CC=C1